C(CC=C)OC1=NC(=NN2C1=NC(=C2)C)C2=CC(=NC=C2OC)[C@@H](C)N(C(OC(C)(C)C)=O)CC tert-butyl (R)-(1-(4-(4-(but-3-en-1-yloxy)-6-methylimidazo[2,1-f][1,2,4]triazin-2-yl)-5-methoxypyridin-2-yl)ethyl)(ethyl)carbamate